C(CC)C(C(=O)OOC(CCC)=O)CCCCC butyryl 2-propylheptanoyl peroxide